The molecule is a methyl ester resulting from the formal condensation of the carboxy group of 4-hydroxyphenylacetic acid with methanol. It has been isolated from Penicillium chrysogenum. It has a role as a Penicillium metabolite. It is a member of phenols and a methyl ester. It derives from a 4-hydroxyphenylacetic acid. COC(=O)CC1=CC=C(C=C1)O